(S)-6-((2-aminoethyl)(methyl)amino)-N-(2-(2-cyano-4,4-difluoropyrrolidin-1-yl)-2-oxoethyl)quinoline-4-carboxamide NCCN(C=1C=C2C(=CC=NC2=CC1)C(=O)NCC(=O)N1[C@@H](CC(C1)(F)F)C#N)C